tert-butyl (2-((5-((tert-butoxycarbonyl)amino)-5-methylhexan-2-yl)oxy)pyridin-4-yl)(1-(tert-butyl)-3-((1S,3R)-3-((tert-butyldimethylsilyl)oxy)cyclopentyl)-1H-pyrazol-5-yl)carbamate C(C)(C)(C)OC(=O)NC(CCC(C)OC1=NC=CC(=C1)N(C(OC(C)(C)C)=O)C1=CC(=NN1C(C)(C)C)[C@@H]1C[C@@H](CC1)O[Si](C)(C)C(C)(C)C)(C)C